BrC1=CC=C2C=3C=CC(=CC3C(C2=C1)(C)C)C1=CC2=C(N(C(=N2)C2=CC=CC=C2)C2=CC=CC=C2)C=C1 5-(7-bromo-9,9-dimethyl-9H-fluoren-2-yl)-1,2-diphenyl-1H-benzo[d]imidazole